ClC1=CC(=C(C=C1)N1CC(N(C2(CC2)C1=O)CC1=CC=C(C=C1)C(F)(F)F)=O)F 7-(4-chloro-2-fluorophenyl)-4-(4-(trifluoromethyl)benzyl)-4,7-diazaspiro[2.5]octane-5,8-dione